O1C=CC=2C=NC=3N(C21)C=NN3 Furano[3,2-e][1,3,4]triazolo[1,5-a]pyrimidine